butyl-[2,3,4,5-tetramethyl-6-(2,4,6-triisopropylphenyl)phenyl]phosphane C(CCC)PC1=C(C(=C(C(=C1C1=C(C=C(C=C1C(C)C)C(C)C)C(C)C)C)C)C)C